(S)-tert-butyl (5-(2-((1-cyclopropyl-2-methoxyethyl) ((5-(trifluoromethyl)pyridin-2-yl)methyl)amino)-2-oxoacetamido)-3-methylpyridin-2-yl)carbamate C1(CC1)[C@@H](COC)N(C(C(=O)NC=1C=C(C(=NC1)NC(OC(C)(C)C)=O)C)=O)CC1=NC=C(C=C1)C(F)(F)F